COC(=O)[C@]1(C(C2=CC=C(C=C2C1)Cl)=O)O (2S)-5-chloro-2,3-dihydro-2-hydroxy-1-oxo-1H-indene-2-carboxylic acid methyl ester